P(OCCCC)(OCCCC)=O.P(OCCCC)(OCCCC)=O.C=C ethylene tetrabutyl bisphosphonate